NC1=C(C(=O)O)C=C(C(=C1)F)Cl 2-amino-5-chloro-4-fluoro-benzoic acid